[Na+].[Na+].C(=O)([O-])CC[Si](O)(O)O.C(=O)([O-])CC[Si](O)(O)O Carboxyethylsilanetriol, disodium salt